NCCC1=CC=C(C=N1)C1=C(C=C(C#N)C=C1)OC1=NC(=NC(=C1)C1=CC=CC=C1)C 4-[6-(2-aminoethyl)pyridin-3-yl]-3-(2-methyl-6-phenylpyrimidin-4-yl)oxybenzonitrile